ClC1=CC=C(C(=N1)C(=O)NS(=O)(=O)C)N[C@H](C)C=1C=C(C=C2C(N(C(=NC12)C=1C=NC(=CC1)C1=NC=C(C=N1)C)C)=O)C (R)-6-chloro-3-((1-(3,6-dimethyl-2-(6-(5-methylpyrimidin-2-yl)pyridin-3-yl)-4-oxo-3,4-dihydroquinazolin-8-yl)ethyl)amino)-N-(methylsulfonyl)picolinamide